3-(2,6-Difluoro-3,5-dimethoxyphenyl)-1-[2-(difluoromethoxy)phenyl]-1,3,4,7-tetrahydro-2H-pyrazolo[4',3':5,6]pyrido[4,3-d]pyrimidin-2-on FC1=C(C(=C(C=C1OC)OC)F)N1C(N(C2=C(C1)C=NC1=C2C=NN1)C1=C(C=CC=C1)OC(F)F)=O